1,3-diethyl-2-thiophenethione C(C)S1C(C(C=C1)CC)=S